7-chloro-2-(3-cyclopropyl-5-(difluoromethyl)pyridin-2-yl)-8-hydroxy-3-((2-(trifluoromethyl)pyrimidin-5-yl)methyl)benzo[4,5]thieno[2,3-d]pyrimidin-4(3H)-one ClC1=C(C2=C(C3=C(N=C(N(C3=O)CC=3C=NC(=NC3)C(F)(F)F)C3=NC=C(C=C3C3CC3)C(F)F)S2)C=C1)O